C(#C)C1=NC(=CC(=C1)C#C)C#C 2,4,6-triethynyl-pyridine